FC(C(=O)NC1CC(C2=CC=CC=C12)O)(F)F 2,2,2-trifluoro-N-(3-hydroxy-2,3-dihydro-1H-inden-1-yl)acetamide